(4S)-4-(2-fluorophenyl)-N-[(3S)-5-methyl-4-oxo-2,3-dihydro-1,5-benzoxazepin-3-yl]-4,5,6,7-tetrahydropyrazolo[1,5-a]pyridine-2-carboxamide FC1=C(C=CC=C1)[C@H]1C=2N(CCC1)N=C(C2)C(=O)N[C@H]2COC1=C(N(C2=O)C)C=CC=C1